6-(3,5-difluorophenoxy)-3,7-dimethylbenzo[d]isothiazole-1,1-dioxide FC=1C=C(OC2=C(C3=C(C(=NS3(=O)=O)C)C=C2)C)C=C(C1)F